4-chloro-N,N-dimethylpyridine-2-formamide ClC1=CC(=NC=C1)C(=O)N(C)C